C(C)C=1C(NC=2C=C(C=NC2C1)CN1CCN(C2CC12)C=1C=CC(=NC1)C(=O)NC)=C=O 5-(5-((7-ethyl-6-carbonyl-5,6-dihydro-1,5-naphthyridin-3-yl)methyl)-2,5-diazabicyclo[4.1.0]heptan-2-yl)-N-methylpyridine-2-carboxamide